CN1CCN(CC1)C(=O)C=1C=C2C(=NC1)NC=C2C2=CC=1N(C=C2)N=CC1C(=O)NC=1C=NC=CC1 5-(5-(4-methylpiperazine-1-carbonyl)-1H-pyrrolo[2,3-b]pyridin-3-yl)-N-(pyridin-3-yl)pyrazolo[1,5-a]pyridine-3-carboxamide